ClC=1C=C(C=C(C1)F)CC(=O)N[C@H]1C[C@@H](CC1)[NH3+] (1R,3R)-3-(2-(3-chloro-5-fluorophenyl)acetamido)cyclopentan-1-aminium